C(#N)C=1C=NN2C1C(=CC(=C2)OCC)C=2C=CC(=NC2)N2CCC(CC2)(COCC=O)NC(C2=C(C=CC(=C2)F)F)=O N-[1-[5-(3-cyano-6-ethoxy-pyrazolo[1,5-a]pyridin-4-yl)-2-pyridyl]-4-(2-oxoethoxymethyl)-4-piperidyl]-2,5-difluoro-benzamide